tert-butyl (2S)-2-((difluoromethoxy)methyl)-5-(4-(trifluoromethyl) phenyl)piperidine-1-carboxylate FC(OC[C@H]1N(CC(CC1)C1=CC=C(C=C1)C(F)(F)F)C(=O)OC(C)(C)C)F